N(=[N+]=[N-])CCCCC(=O)Cl 5-azidopentanoyl chloride